ClC1=NN2C(N=CC3=C2C(C[C@@H]3C(=O)NC=3NC(C(=C(C3)C(F)F)C=3OC=CN3)=O)(C)C)=C1 (S)-2-chloro-N-(4-(difluoromethyl)-5-(oxazol-2-yl)-6-oxo-1,6-dihydropyridin-2-yl)-8,8-dimethyl-7,8-dihydro-6H-cyclopenta[e]pyrazolo[1,5-a]pyrimidine-6-carboxamide